5-AMINO-2-METHYLBENZALDEHYDE NC=1C=CC(=C(C=O)C1)C